1-Bromo-3-(trifluoromethyl)naphthalene BrC1=CC(=CC2=CC=CC=C12)C(F)(F)F